FC1CN(C1)C1=C2C(=NC=C1)N(N=C2CNC(C=C)=O)C2=CC=C(C=C2)OC(F)(F)F N-[[4-(3-fluoroazetidin-1-yl)-1-[4-(trifluoromethoxy)phenyl]pyrazolo[3,4-b]pyridin-3-yl]methyl]prop-2-enamide